N-aminoethyl-3-aminopropyl-trimethyl-(ethoxy)silane NCCNCCCC[Si](OCC)(C)C